C1(CC1)C1=CC=C(C=C1)[C@H]([C@H](C)NC([C@H](CC)O)=O)OC=1C=CC(=NC1)C(=O)N[C@@H]1CN(CCC1)C(=O)[C@H]1COC(C1)=O 5-[(1R,2S)-1-(4-cyclopropylphenyl)-2-[[(2S)-2-hydroxybutyryl]amino]propoxy]-N-[(3S)-1-[(3R)-5-oxotetrahydrofuran-3-carbonyl]-3-piperidinyl]pyridine-2-carboxamide